3-fluoro-2-oxo-1,2-dihydropyridin FC=1C(NC=CC1)=O